FC=1C=C(C=CC1N1N=C(C=C1C)C(F)(F)F)CO (3-fluoro-4-(5-methyl-3-(trifluoromethyl)-1H-pyrazol-1-yl)phenyl)methanol